(6-((2-((4-(4-cyclopentyl-piperazin-1-yl)-5-(1-methyl-1H-pyrazol-4-yl)-2,3-dihydrobenzo-furan-7-yl)amino)-7H-pyrrolo[2,3-d]pyrimidin-4-yl)amino)quinoxalin-5-yl)dimethyl-phosphine oxide C1(CCCC1)N1CCN(CC1)C1=C(C=C(C2=C1CCO2)NC=2N=C(C1=C(N2)NC=C1)NC=1C(=C2N=CC=NC2=CC1)P(C)(C)=O)C=1C=NN(C1)C